(3-(1-Hydroxyethyl)-4-methoxypyrazolo[1,5-a]pyridin-5-yl)carbamic acid tert-butyl ester C(C)(C)(C)OC(NC1=C(C=2N(C=C1)N=CC2C(C)O)OC)=O